BrC1=C(C=NN1)F 5-bromo-4-fluoro-1H-pyrazole